ClC1=C(C=C(CNC(=O)C=2N=CN(C2)C2=NC(=NC=C2C)N[C@@H]2COCC2)C=C1)F (S)-N-(4-chloro-3-fluorobenzyl)-1-(5-methyl-2-((tetrahydro-furan-3-yl)amino)-pyrimidin-4-yl)-1H-imidazole-4-carboxamide